C1(CC1)C1=C(C(=NO1)C1=C(C=CC=C1Cl)Cl)\C=C\C1(CCNCC1)C (E)-5-cyclopropyl-3-(2,6-dichlorophenyl)-4-(2-(4-methylpiperidin-4-yl)vinyl)isoxazole